1-(2-methoxyphenyl)-N-((2-methoxyphenyl)(3-(tributylsilyl)phenyl)phosphaneyl)-N-methyl-1-(3-(tributylsilyl)phenyl)phosphanamine COC1=C(C=CC=C1)P(N(C)P(C1=CC(=CC=C1)[Si](CCCC)(CCCC)CCCC)C1=C(C=CC=C1)OC)C1=CC(=CC=C1)[Si](CCCC)(CCCC)CCCC